The molecule is a steroid glucuronide anion that is the conjugate base of 2-methoxy-17beta-estradiol 3-O-(beta-D-glucuronide) arising from deprotonation of the carboxylic acid function; major species at pH 7.3. It is a steroid glucosiduronic acid anion, a beta-D-glucosiduronate and a monocarboxylic acid anion. It is a conjugate base of a 2-methoxy-17beta-estradiol 3-O-(beta-D-glucuronide). C[C@]12CC[C@H]3[C@H]([C@@H]1CC[C@@H]2O)CCC4=CC(=C(C=C34)OC)O[C@H]5[C@@H]([C@H]([C@@H]([C@H](O5)C(=O)[O-])O)O)O